7-bromo-3-butyl-8-methoxy-2-(4-methoxybenzyl)-5-phenyl-2,3,4,5-tetrahydro-1,2,5-benzothiadiazepine 1,1-dioxide BrC=1C(=CC2=C(N(CC(N(S2(=O)=O)CC2=CC=C(C=C2)OC)CCCC)C2=CC=CC=C2)C1)OC